NC1=C(C=C(C=N1)C=1C=C2N(N1)CCC21CN(CC1)C(=O)NCC)OCC1=CC=C(C=C1)C 2'-{6-amino-5-[(4-methylphenyl)methoxy]pyridin-3-yl}-N-ethyl-5',6'-dihydrospiro[pyrrolidine-3,4'-pyrrolo[1,2-b]pyrazole]-1-carboxamide